C(C)(C)(C)OC(=O)N1[C@@H](C[C@@H](C1)SC)CO (2S,4S)-2-(hydroxymethyl)-4-(methylthio)-pyrrolidine-1-carboxylic acid tert-butyl ester